[Cl-].[Cl-].FC(C1=CC=C(C=C1)C(=[Zr+2](C1C(C=2C(C=3C(=C4C=5CC(C=CC5CC24)(C)C)C(=CC3)C)=C1C)(C)C)C1C=CC=C1)C1=CC=C(C=C1)C(F)(F)F)(F)F di(p-trifluoromethyl-phenyl)methylene(cyclopentadienyl)(1,1',3,6,8,8'-hexamethyl-2,7-dihydrodicyclopentafluorenyl)zirconium dichloride